C(C)(C)(C)OC(=O)N1CC=2N(C=3C(=C(C=CC3C2I)Cl)Cl)CC1.FC1=CC=C(C=C1)C=1N=C(SC1)C(C(=O)N)(C)C1=CC=C(C=C1)CC(C)C (4-(4-fluorophenyl)thiazol-2-yl)-2-(4-isobutylphenyl)propanamide tert-butyl-6,7-dichloro-10-iodo-3,4-dihydropyrazino[1,2-a]indole-2(1H)-carboxylate